COC1=C(C=C(C=C1)[C@@H](C)NC(C1=C(C=CC(=C1)C1CCN(CC1)C)C)=O)C=1C=NN(C1)C N-[(1R)-1-[4-methoxy-3-(1-methylpyrazol-4-yl)phenyl]ethyl]-2-methyl-5-(1-methyl-4-piperidinyl)benzamide